1-((4-((3-(3-(2,4-dioxotetrahydropyrimidin-1(2H)-yl)-4-methylbenzoyl)-3-azaspiro[5.5]undec-9-yl)methyl)piperazin-1-yl)methyl)cyclopropane O=C1N(CCC(N1)=O)C=1C=C(C(=O)N2CCC3(CC2)CCC(CC3)CN3CCN(CC3)CC3CC3)C=CC1C